C(C=C)(=O)N1C[C@@](CC1)(C1=C(C(=CC=C1F)Cl)Cl)NC=1C=C2C(N(C=NC2=C(C1)F)[C@H]1C(NCC1)=O)=O |r| (rac)-6-(((R)-1-Acryloyl-3-(2,3-dichloro-6-fluorophenyl)pyrrolidin-3-yl)amino)-8-fluoro-3-((R)-2-oxopyrrolidin-3-yl)quinazolin-4(3H)-one